1-(6-bromopyridin-2-yl)-3-(1,3-dioxolan-2-yl)propan-1-one BrC1=CC=CC(=N1)C(CCC1OCCO1)=O